C(=O)(OCC1C2=CC=CC=C2C2=CC=CC=C12)N[C@@H](CC1=CC=CC=C1)CO N-Fmoc-L-phenylalaninol